OC1(CC1)C(=O)NCC=1SC(=CC1)C(CSC1=NC(=NC2=CC=C(C=C12)N1CCOCC1)C(F)(F)F)=O 1-hydroxy-N-((5-(2-((6-morpholino-2-(trifluoromethyl)quinazolin-4-yl)thio)acetyl)thiophen-2-yl)methyl)cyclopropane-1-carboxamide